NC1=C2C(=NC(=N1)Cl)N(N=C2)CC=2C=CC(=C(C2)CCO)OC 2-(5-((4-amino-6-chloro-1H-pyrazolo[3,4-d]pyrimidin-1-yl)methyl)-2-methoxyphenyl)ethan-1-ol